BrC=1C2=C(N(C(CC1C=1OC(=NN1)C1CC1)=O)CC1=CC(=C(C=C1)C)F)C(=CC=C2)F 5-bromo-4-(5-cyclopropyl-1,3,4-oxadiazol-2-yl)-9-fluoro-1-(3-fluoro-4-methylbenzyl)-1,3-dihydro-2H-benzo[b]azepin-2-one